2-(4-benzylpiperazin-1-yl)ethan-1-ol C(C1=CC=CC=C1)N1CCN(CC1)CCO